N-((1r,4r)-4-(3-chloro-4-cyanophenoxy)cyclohexyl)-6-(4-(2-((2,6-dioxopiperidin-3-yl)amino)benzyl)piperazin-1-yl)pyridazine-3-carboxamide ClC=1C=C(OC2CCC(CC2)NC(=O)C=2N=NC(=CC2)N2CCN(CC2)CC2=C(C=CC=C2)NC2C(NC(CC2)=O)=O)C=CC1C#N